NCC12CN(C(C1)C2)C2=NC=CC(=N2)NC2=NNC(=C2)C2CCCC2 2-[4-(aminomethyl)-2-azabicyclo[2.1.1]hexan-2-yl]-N-(5-cyclopentyl-1H-pyrazol-3-yl)pyrimidin-4-amine